2-(4-(1H-pyrazol-1-yl)phenyl)cyclobutane-1-amine N1(N=CC=C1)C1=CC=C(C=C1)C1C(CC1)N